N-(1-Methyl-6-indazolyl)-4-(5-methyl-1-phenyl-3,4-dihydro-1H-isoquinolin-2-yl)-4-oxobutyric acid amide CN1N=CC2=CC=C(C=C12)NC(CCC(=O)N1C(C2=CC=CC(=C2CC1)C)C1=CC=CC=C1)=O